B(OF)OF.[Li] lithium difluoro (boronate)